N1=C(C=CC=2CCCNC12)CN1CCC2(CCN(C2)CCCC(=O)[O-])CC1 4-(8-((5,6,7,8-tetrahydro-1,8-naphthyridin-2-yl)methyl)-2,8-diazaspiro[4.5]decane-2-yl)butanoate